(p-tolyl)(p-chlorophenyl)methylene(cyclopentadienyl)(3,6-di-tert-butylfluorenyl)zirconium dichloride [Cl-].[Cl-].C1(=CC=C(C=C1)C(=[Zr+2](C1=CC(=CC=2C3=CC(=CC=C3CC12)C(C)(C)C)C(C)(C)C)C1C=CC=C1)C1=CC=C(C=C1)Cl)C